Tert-Butyl 3-[4-(2-carbamoylphenyl)phenyl]azetidine-1-carboxylate C(N)(=O)C1=C(C=CC=C1)C1=CC=C(C=C1)C1CN(C1)C(=O)OC(C)(C)C